(3z,6z)-3-(3-(4-methoxybenzoyl)benzylidene)-6-((5-(tert-butyl)-1H-imidazol-4-yl)methylene-d)piperazine-2,5-dione COC1=CC=C(C(=O)C=2C=C(\C=C/3\C(N\C(\C(N3)=O)=C(\[2H])/C=3N=CNC3C(C)(C)C)=O)C=CC2)C=C1